FC1=C(C=CC(=C1)F)[C@H]1CNC=2C=3C1=NNC(C3C=C(C2)F)=O (S)-9-(2,4-difluorophenyl)-5-fluoro-2,7,8,9-tetrahydro-3H-pyrido[4,3,2-de]phthalazin-3-one